2-(1-ethylpiperidin-4-yl)-5-(4-isopropyl-5-(8-methyl-[1,2,4]triazolo[1,5-a]pyridin-6-yl)-1H-pyrazol-3-yl)thiazole C(C)N1CCC(CC1)C=1SC(=CN1)C1=NNC(=C1C(C)C)C=1C=C(C=2N(C1)N=CN2)C